N'-(2-(5-(4-chlorophenyl)-1,3,4-oxadiazol-2-ylthio)acetoxy)acetimidamide ClC1=CC=C(C=C1)C1=NN=C(O1)SCC(=O)ON=C(C)N